N1CC(C1)C[NH+]1CCCCC1 (azetidin-3-ylmethyl)piperidin-1-ium